(4-amino-7-fluoroimidazo[1,5-a]quinoxalin-8-yl)2-(1-methylpyrazolo[3,4-b]pyridin-5-yl)piperidine-1-methanone NC=1C=2N(C3=CC(=C(C=C3N1)F)C1(N(CCCC1)C=O)C=1C=C3C(=NC1)N(N=C3)C)C=NC2